P(=S)(OCCCCCCCCCCCCCCCCC)(OCCCCCCCCCCCCCCCCC)OCCCCCCCCCCCCCCCCC tri(heptadecyl) thiophosphate